2-[[4-[piperazin-1-yl]-6-[[(3,4-dimethoxyphenyl)methyl]amino]-2-pyrimidinyl]amino]-4-methyl-5-thiazolecarboxylic acid, ethyl ester N1(CCNCC1)C1=NC(=NC(=C1)NCC1=CC(=C(C=C1)OC)OC)NC=1SC(=C(N1)C)C(=O)OCC